C(C)(C)(C)OC(=O)N/C(/N1[C@@H](CCC1)C1=NC(=NO1)C1=CC2=CC=C(C=C2C=C1)OCC1=CC(=CC=C1)Cl)=N/C(OC(C)(C)C)=O Tert-butyl (S,Z)-(((tert-butoxycarbonyl)amino)(2-(3-(6-((3-chlorobenzyl)oxy)naphthalen-2-yl)-1,2,4-oxadiazol-5-yl)pyrrolidin-1-yl)methylene)carbamate